FC1=CN=C2C=3C(=NC(=NC13)OC[C@]13CCCN3C[C@@H](C1)F)N(C1(CCO2)CCC1)C 4'-fluoro-2'-(((2R,7aS)-2-fluorotetrahydro-1H-pyrrolizin-7a(5H)-yl)methoxy)-11'-methyl-8',9'-dihydro-11'H-7'-oxa-1',3',6',11'-tetraazaspiro[cyclobutane-1,10'-cycloocta[de]naphthalen]